2-(3,8-diazabicyclo[3.2.1]octan-3-yl)-5-methyl-N-(1-(2-(1-methyl-1H-pyrazol-4-yl)quinolin-4-yl)cyclopropyl)isonicotinamide C12CN(CC(CC1)N2)C=2C=C(C(=O)NC1(CC1)C1=CC(=NC3=CC=CC=C13)C=1C=NN(C1)C)C(=CN2)C